C1NCCC2=CC=C(C=C12)C1(N=C(NN1)N)N 5-(1,2,3,4-tetrahydroisoquinolin-7-yl)-1H-1,2,4-triazole-3,5-diamine